CC(C)(C#CC1=C2CCCN(C2=CC=C1)C1=NC=2N(C3=CC=CC=C13)C=NN2)O 2-methyl-4-[1-([1,2,4]triazolo[4,3-a]quinazolin-5-yl)-3,4-dihydro-2H-quinolin-5-yl]but-3-yn-2-ol